1H-cyclopenta[c]pyrrole-1-carboxamide C1(NC=C2C1=CC=C2)C(=O)N